tert-butyl 4-(6-(2-oxa-6-azaspiro[3.3]heptan-6-yl)pyrazolo[1,5-a]pyridin-3-yl)-3,6-dihydropyridine-1(2H)-carboxylate C1OCC12CN(C2)C=2C=CC=1N(C2)N=CC1C=1CCN(CC1)C(=O)OC(C)(C)C